FC(S(=O)(=O)OC1=CC(=NC2=CC=CC(=C12)C#C[Si](C(C)C)(C(C)C)C(C)C)N)(F)F 2-amino-5-((triisopropylsilyl)ethynyl)quinolin-4-yl trifluoromethanesulfonate